(3S)-3-(2'-cyclopropyl-4-fluoro-4',5,6'-trimethyl-[1,1'-biphenyl]-3-yl)-3-(2-(5-(2-(dimethylamino)ethyl)-4-methyl-2-oxopyridin-1(2H)-yl)-4-methylpentanamido)propanoic acid C1(CC1)C1=C(C(=CC(=C1)C)C)C1=CC(=C(C(=C1)C)F)[C@H](CC(=O)O)NC(C(CC(C)C)N1C(C=C(C(=C1)CCN(C)C)C)=O)=O